1-(4-fluorophenyl)-3,4-dihydroisoquinoline-2(1H)-carbothioamide FC1=CC=C(C=C1)C1N(CCC2=CC=CC=C12)C(N)=S